C(C1=CC=CC=C1)N(C(=O)N(C1=NC=C(C=C1)C=1C=NC(=NC1)OC)[C@@H]1CC[C@H](CC1)NC1=NC=C(C(=N1)NC1COC1)C#N)C 1-benzyl-3-(trans-4-((5-cyano-4-(oxetan-3-ylamino)pyrimidin-2-yl)amino)cyclohexyl)-3-(5-(2-methoxypyrimidin-5-yl)pyridin-2-yl)-1-methylurea